4,6-bis(4-(naphthalen-2-yl)phenyl)-1,3,5-triazine-2-boronic acid C1=C(C=CC2=CC=CC=C12)C1=CC=C(C=C1)C1=NC(=NC(=N1)C1=CC=C(C=C1)C1=CC2=CC=CC=C2C=C1)B(O)O